2-ethyl-9-(2-ethylhexyloxycarbonyloxy)anthracene C(C)C1=CC2=C(C3=CC=CC=C3C=C2C=C1)OC(=O)OCC(CCCC)CC